3-(2-chloro-6,8-difluoroquinazolin-4-yl)-1-methyl-3,8-diazabicyclo[3.2.1]octane-8-carboxylate ClC1=NC2=C(C=C(C=C2C(=N1)N1CC2(CCC(C1)N2C(=O)[O-])C)F)F